COC1=CC=C(C=C1)CNS(=O)(=O)C=C N-[(4-methoxyphenyl)methyl]ethenesulfonamide